2-(6-{5-chloro-2-[(oxan-4-yl)amino]pyrimidin-4-yl}-1-oxo-2,3-dihydro-1H-isoindol-2-yl)-N-[(2S)-1-hydroxy-3,3-dimethylbutan-2-yl]acetamide ClC=1C(=NC(=NC1)NC1CCOCC1)C1=CC=C2CN(C(C2=C1)=O)CC(=O)N[C@H](CO)C(C)(C)C